1lambda5-1,5-naphthyridin-1-one N1(=CC=CC2=NC=CC=C12)=O